Cl.CCC(CC)[C@](C(=O)O)(C)N (S)-Pentane-3-yl-2-aminopropionic acid hydrochloride